C(C)OCC(O)COCC 1,3-diethylglycerin